N-((5-(5-(difluoromethyl)-1,3,4-oxadiazol-2-yl)pyridin-2-yl)methyl)-3-fluoro-1-(oxetan-3-yl)-N-phenylazetidin-3-carboxamide FC(C1=NN=C(O1)C=1C=CC(=NC1)CN(C(=O)C1(CN(C1)C1COC1)F)C1=CC=CC=C1)F